ClC1=NC=C(C(=C1)C1=C(C=NC(=C1)C)C(=O)NC=1SC2=C(N1)CN(C2)C(=O)C2=NC=C(N=C2)C(F)(F)F)OC 2'-chloro-5'-methoxy-6-methyl-N-(5-(5-(trifluoromethyl)pyrazine-2-carbonyl)-5,6-dihydro-4H-pyrrolo[3,4-d]thiazol-2-yl)-[4,4'-bipyridine]-3-carboxamide